Ethyl-bromo-3-((2-((tert-butoxycarbonyl) amino) ethyl) amino)-5-methylpyrazine-2-carboxylate C(C)OC(=O)C1=NC(=C(N=C1NCCNC(=O)OC(C)(C)C)C)Br